IC1=C(C=CC=C1O)O 2-iodobenzene-1,3-diol